methyl 5-(2-fluoro-6-methoxyphenyl)-2-(hydroxymethyl)isonicotinate FC1=C(C(=CC=C1)OC)C1=CN=C(C=C1C(=O)OC)CO